C(#N)COC1=C(C(=C(C=C1)C1=CN=C2N1C=CN=C2NC2=CC(=C(C(=O)N1CCC(CC1)C(=O)NCCCN(C(OC(C)(C)C)=O)C)C=C2)C)F)F tert-butyl (3-(1-(4-((3-(4-(cyanomethoxy)-2,3-difluorophenyl)imidazo[1,2-a]pyrazin-8-yl)amino)-2-methylbenzoyl)piperidine-4-carboxamido)propyl)(methyl)carbamate